2-(3-(benzothiazol-2-yl)-7-(diethylamino)-2-oxo-2H-chromen-4-yl)benzoic acid S1C(=NC2=C1C=CC=C2)C=2C(OC1=CC(=CC=C1C2C2=C(C(=O)O)C=CC=C2)N(CC)CC)=O